(2R)-1-[8-[(R)-amino(4,5-dichloro-2-hydroxyphenyl)methyl]-3-azabicyclo[3.2.1]octan-3-yl]-2,3-dihydroxypropan-1-one N[C@H](C1C2CN(CC1CC2)C([C@@H](CO)O)=O)C2=C(C=C(C(=C2)Cl)Cl)O